1,1-dibromo-3-iodoacetone BrC(C(=O)CI)Br